OC(C)C1=CC(=NC(=C1)N1C=NC=C1)C(=O)NC1CCC(CC1)OCCOC 4-(1-hydroxyethyl)-6-(1H-imidazol-1-yl)-N-((1r,4r)-4-(2-methoxyethoxy)cyclohexyl)pyridinecarboxamide